N-(1-methyl-6-oxo-1,6-dihydropyridazin-3-yl)-4-(2-(trifluoromethyl)benzylamino)piperidine-1-carboxamide CN1N=C(C=CC1=O)NC(=O)N1CCC(CC1)NCC1=C(C=CC=C1)C(F)(F)F